diphenyl-N,N'-bis-[4-(phenyl-m-toluidinyl)-phenyl]-biphenyl-4,4'-diamine C1(=CC=CC=C1)C=1C(=C(C=CC1NC1=CC=C(C=C1)N(C1=CC(=CC=C1)C)C1=CC=CC=C1)C1=CC=C(C=C1)NC1=CC=C(C=C1)N(C1=CC(=CC=C1)C)C1=CC=CC=C1)C1=CC=CC=C1